CC1=NC(=NC(=C1)NC)NC=1C=C(C2=C(CCO2)C1)C=1CCN(CC1)C(=O)OC(C)(C)C tertbutyl 4-[5-[[4-methyl-6-(methylamino) pyrimidin-2-yl] amino]-2,3-dihydrobenzofuran-7-yl]-3,6-dihydro-2H-pyridine-1-carboxylate